IC=1C(=NC=CC1C)N1CCCC1 3-iodo-4-methyl-2-(pyrrolidin-1-yl)pyridine